(R)-4-methyl-N-(2-((methylamino)methyl)benzyl)-N-(2-oxo-2-((2'-oxo-1,1',2',3-tetrahydrospiro[indene-2,3'-pyrrolo[2,3-b]pyridin]-5-yl)amino)ethyl)piperidine-4-carboxamide CC1(CCNCC1)C(=O)N(CC(NC=1C=C2C[C@]3(C(NC4=NC=CC=C43)=O)CC2=CC1)=O)CC1=C(C=CC=C1)CNC